9a,11a-dimethyl-2,3,3a,3b,4,6,7,8,9,9a,9b,10,11,11a-tetradecahydro-1H-cyclopenta[1,2-i]phenanthrene-7-yl acetate C(C)(=O)OC1CC2=CCC3C4C(CCC3C2(CC1)C)(CCC4)C